COC1=CC=C2C(=C1)OC(CC21CCCC1)=O 7-Methoxyspiro[chroman-4,1'-cyclopentane]-2-one